FC1=C(C(=CC(=C1)F)OC)C=1C2=C(C(=NC1C1=NN3C(CN([C@@H](C3)CCCCCO)C(=O)OC(C)(C)C)=C1)C=1C=C3C=NN(C3=CC1)C)C=CS2 tert-butyl (R)-2-((S)-7-(2,4-difluoro-6-methoxyphenyl)-4-(1-methyl-1H-indazol-5-yl)thieno[3,2-c]pyridin-6-yl)-6-(5-hydroxypentyl)-6,7-dihydropyrazolo[1,5-a]pyrazine-5(4H)-carboxylate